1-(6-(4-fluoro-1H-pyrazol-1-yl)pyridin-3-yl)ethane-1-amine FC=1C=NN(C1)C1=CC=C(C=N1)C(C)N